N1(CCC2=CC=CC=C12)S(=O)(=O)N indoline-1-sulfonamide